ClC1=CC=CC2=C1NC(=N2)C(=O)N2CC1=C(CC2)N=C(S1)C (7-Chloro-1H-benzo[d]imidazol-2-yl)(2-methyl-6,7-dihydrothiazolo[5,4-c]pyridin-5(4H)-yl)methanone